ClC1=NC2=C(C=C(C=C2C(N1)=O)Cl)F 2,6-dichloro-8-fluoroquinazolin-4(3H)-one